6-[4-[4-[(3S)-1-(3-Fluoropropyl)pyrrolidin-3-yl]oxyphenyl]-7-hydroxy-2H-thiochromen-3-yl]-4H-1,4-benzoxazin-3-on FCCCN1C[C@H](CC1)OC1=CC=C(C=C1)C1=C(CSC2=CC(=CC=C12)O)C=1C=CC2=C(NC(CO2)=O)C1